OC1=C(C(=O)NCCCCCCCC(=O)O)C=CC=C1.N1CCOCC1 morpholine 8-(2-hydroxybenzoamido)octanoate